((2-ethylbutanoyl)oxy)methyl (R)-2-hydroxy-3-propionamido-3,4-dihydro-2H-benzo[e][1,2]oxaborinine-8-carboxylate OB1OC2=C(C[C@@H]1NC(CC)=O)C=CC=C2C(=O)OCOC(C(CC)CC)=O